6-chloro-N-[2-(dimethylamino)ethyl]-1H-pyrazolo[3,4-d]pyrimidin-4-amine ClC1=NC(=C2C(=N1)NN=C2)NCCN(C)C